COC(=O)C1=CC=C(C(=O)NC=2N=CC=NC2)C=C1 5-(4-methoxycarbonyl-benzoylamino)-pyrazin